naphthyridin-4(1H)-one N1C=CC(C2=CC=CN=C12)=O